C(C1=CC=CC=C1)N1[C@@H]([C@H]2CC[C@@H](C1)N2C(=O)OC(C)(C)C)[C@@H](C(F)F)O tert-Butyl (1R,2S,5S)-3-benzyl-2-((S)-2,2-difluoro-1-hydroxyethyl)-3,8-diazabicyclo[3.2.1]octane-8-carboxylate